ClC=1C=C(C=CC1Cl)C=1N=C(SC1C1=NN=NN1C)NC1=C(SC=C1)C(=O)O 3-(4-(3,4-dichlorophenyl)-5-(1-methyl-1H-tetrazol-5-yl)thiazol-2-ylamino)thiophene-2-carboxylic acid